(2,5-dimethyl-2,3-dihydro-1H-inden-2-yl)methanolate CC1(CC2=CC=C(C=C2C1)C)C[O-]